Cl.ClC1=NC=C(C=C1)C1=NN=NN1 2-chloro-5-(1H-tetrazol-5-yl)pyridine HCl Salt